(R)-1-((R) or (S)-2-(3-chlorophenyl)-2-methoxyethyl)-3-((4-(methylsulfonyl)phenoxy)methyl)piperidine ClC=1C=C(C=CC1)[C@H](CN1C[C@@H](CCC1)COC1=CC=C(C=C1)S(=O)(=O)C)OC |o1:7|